(S)-8-chloro-6-(((1-(1-(difluoromethyl)cyclopropyl)-1H-1,2,3-triazol-4-yl)(1,2-dimethyl-6-oxo-1,6-dihydropyridin-3-yl)methyl)amino)-4-(neopentylamino)quinoline-3-carbonitrile ClC=1C=C(C=C2C(=C(C=NC12)C#N)NCC(C)(C)C)N[C@@H](C1=C(N(C(C=C1)=O)C)C)C=1N=NN(C1)C1(CC1)C(F)F